isopropyl (R)-2-(3-((benzyloxy)carbonyl)thioureido)-2-(4-bromo-2-fluorophenyl)-4,4-dimethylpentanoate C(C1=CC=CC=C1)OC(=O)NC(N[C@](C(=O)OC(C)C)(CC(C)(C)C)C1=C(C=C(C=C1)Br)F)=S